NC1=NC=NC=2N(C3=C(C=C(C=C3C21)C(F)(F)F)C)CC(=O)N2[C@@H]1C[C@@H]1C[C@H]2C(=O)NC2=NC(=CC(=C2)OC)Br (1R,3S,5R)-2-(2-(4-amino-8-methyl-6-(trifluoromethyl)-9H-pyrimido[4,5-b]indol-9-yl)acetyl)-N-(6-bromo-4-methoxypyridin-2-yl)-2-azabicyclo[3.1.0]hexane-3-carboxamide